FC(CN1N=CC=2C1=NC(=CN2)N2CCC1(CCN(C1)C=1C(=NC=CC1)C(F)(F)F)CC2)F 8-[1-(2,2-difluoroethyl)-1H-pyrazolo[3,4-b]pyrazin-6-yl]-2-[2-(trifluoromethyl)pyridin-3-yl]-2,8-diazaspiro[4.5]decane